5-bromo-1-isopropyl-imidazole BrC1=CN=CN1C(C)C